methyl 6-methyl-5-((5-((1S,3R)-3-(((1-methylcyclopropyl)carbamoyl)oxy)cyclopentyl)-1H-pyrazol-3-yl)amino)pyrazine-2-carboxylate CC1=C(N=CC(=N1)C(=O)OC)NC1=NNC(=C1)[C@@H]1C[C@@H](CC1)OC(NC1(CC1)C)=O